BrC1=C(CN(C(C(C)(C)C)=O)CC(=O)O)C=CC=C1 2-(N-(2-Bromobenzyl)pivalamido)acetic acid